3-(2-Chloro-3-phenylanilino)benzisothiazol ClC1=C(NC2=NSC3=C2C=CC=C3)C=CC=C1C1=CC=CC=C1